(R)-N-(5-(5-(methoxymethyl)-1,2,4-oxadiazol-3-yl)-2,3-dihydro-1H-inden-1-yl)-1,2-dimethyl-1H-imidazole-5-carboxamide COCC1=NC(=NO1)C=1C=C2CC[C@H](C2=CC1)NC(=O)C1=CN=C(N1C)C